OC1=CC(=C2C(=C(C(OC2=C1C=O)=O)C)C)OCCOC 7-hydroxy-5-(2-methoxyethoxy)-3,4-dimethyl-2-oxo-2H-chromene-8-carbaldehyde